2,8-dioxaspiro[4.5]decane-1-one C1(OCCC12CCOCC2)=O